methyl-[1,2,4]triazolo[4,3-a]pyridine-7-carbonitrile CC1=NN=C2N1C=CC(=C2)C#N